6'-((1-methyl-1H-imidazol-2-yl)methoxy)-2,3'-bipyridine CN1C(=NC=C1)COC1=CC=C(C=N1)C1=NC=CC=C1